CC1=CC=C(C2=CC=CC=C12)S(=O)(=O)NC1=C(C=CC=C1)C#CC1=CC=C(C(=O)O)C=C1 4-{2-[2-(4-methylnaphthalene-1-sulfonamido)phenyl]ethynyl}benzoic acid